6-((1R,5S,6r)-3-oxabicyclo[3.1.0]hexan-6-yl)-3-chloro-2-(2-fluorobenzyl)-2,6-dihydro-7H-pyrazolo[3,4-d]pyridazin-7-one [C@H]12COC[C@@H]2C1N1N=CC=2C(C1=O)=NN(C2Cl)CC2=C(C=CC=C2)F